8-cyclopentyl-6-ethyl-2-[5-(piperazine-1-carbonyl)-pyridin-2-ylamino]-8H-pyrido[2,3-d]Pyrimidin-7-one C1(CCCC1)N1C(C(=CC2=C1N=C(N=C2)NC2=NC=C(C=C2)C(=O)N2CCNCC2)CC)=O